bromo-2-isobutyrylbenzoic acid ethyl ester C(C)OC(C1=C(C(=CC=C1)Br)C(C(C)C)=O)=O